BrC1=C(C=CC(=C1)F)C=1N=C2N(C=CC(=C2)C(=O)OC)C1 methyl 2-(2-bromo-4-fluorophenyl)imidazo[1,2-a]pyridine-7-carboxylate